(S)-6-(1-amino-1,3-dihydrospiro[indene-2,4'-piperidin]-1'-yl)-3-(4-(difluoromethyl)-2-methyl-7,8-dihydroquinolin-5-yl)-1,5-dihydro-4H-pyrazolo[3,4-d]pyrimidin-4-one N[C@@H]1C2=CC=CC=C2CC12CCN(CC2)C=2NC(C1=C(N2)NN=C1C=1C=2C(=CC(=NC2CCC1)C)C(F)F)=O